C(C1=CC(=C(C(=C1)C(C)(C)C)O)C(C)(C)C)C1=CC(=C(C(=C1)C(C)(C)C)O)C(C)(C)C 4,4'-methylenebis(2,6-di-tert-butyl-phenol)